spiro[cyclopentane-1,4'-isoquinoline] C1=NCC2(C3=CC=CC=C13)CCCC2